1-(3-(4-phenyl-1H-1,2,3-triazol-1-yl)azetidin-1-yl)-2-(1H-tetrazol-1-yl)ethan-1-one C1(=CC=CC=C1)C=1N=NN(C1)C1CN(C1)C(CN1N=NN=C1)=O